CNCCC(=O)OC(CCCCCCCCCCCCC)=O.[K] potassium myristoyl methylβ-alaninate